4-(4-morpholinyl)benzaldehyde N1(CCOCC1)C1=CC=C(C=O)C=C1